ClC1=NC(=CC(=C1)C1(CCN(CC1)C(C)=O)O)NC1CCC(CC1)(F)F 1-(4-(2-chloro-6-((4,4-difluorocyclohexyl)amino)pyridin-4-yl)-4-hydroxypiperidin-1-yl)ethan-1-one